NC/C(/COC1=CC=C(C=N1)S(=O)(=O)N1C[C@H](CC1)O)=C\F (S)-1-[6-((E)-2-aminomethyl-3-fluoro-allyloxy)-pyridine-3-sulfonyl]-pyrrolidin-3-ol